C1[C@H]([C@@H]([C@@H](C=C1C(=O)O)OP(=O)(O)O)O)O The molecule is a phosphoshikimic acid. It has a role as an Escherichia coli metabolite. It derives from a shikimic acid. It is a conjugate acid of a 3-phosphonatoshikimate(3-).